C(C)(C)[C@H]1N=C(OC1)C1=NC(=CC=C1)O[C@@H](C1N2C[C@@H]([C@H](C1)CC2)C=C)C2=CC=NC1=CC=C(C=C21)OC (4R)-4-isopropyl-2-(6-((1R)-(6-methoxyquinolin-4-yl)((1S,4S,5R)-5-vinylquinuclidin-2-yl)methoxy)pyridin-2-yl)-4,5-dihydrooxazole